5-BROMO-4-FLUOROINDOLE-3-CARBOXALDEHYDE BrC=1C(=C2C(=CNC2=CC1)C=O)F